(5-chloro-3-(isopropylamino)-1-((2-(trimethylsilyl)ethoxy)methyl)-1H-pyrazolo[4,3-b]pyridin-7-yl)ethane-1,2-diol ClC1=CC(=C2C(=N1)C(=NN2COCC[Si](C)(C)C)NC(C)C)C(CO)O